2-(4,4-difluoro-3-methylpiperidin-1-yl)-6-fluoro-N-(2-sulfamoylpyridin-4-yl)quinoline-3-carboxamide FC1(C(CN(CC1)C1=NC2=CC=C(C=C2C=C1C(=O)NC1=CC(=NC=C1)S(N)(=O)=O)F)C)F